Cl.NC1CCC(CC1)CN1C(\C(\C2=CC=C(C=C12)C1=NC=CN=C1)=C/C=1NC(=CC1C)C)=O (Z)-1-(((1r,4r)-4-aminocyclohexyl)methyl)-3-((3,5-dimethyl-1H-pyrrol-2-yl)methylene)-6-(pyrazin-2-yl)indol-2-one hydrochloride